4-(Chloromethyl)-5-cyclopropyl-3-(2,4-difluorophenyl)isoxazole ClCC=1C(=NOC1C1CC1)C1=C(C=C(C=C1)F)F